FC1(CC=C(C(C1)C([2H])([2H])[2H])C1=NC=CC(=C1NC(OC(C)(C)C)=O)C1=C(C=CC(=C1)F)F)F tert-butyl (2-(4,4-difluoro-6-(methyl-d3)cyclohex-1-en-1-yl)-4-(2,5-difluorophenyl)pyridin-3-yl)carbamate